NCC=1C=C(C=CC1)C1=CC(=C(C=2C=COC21)OC(C)C)COC2=C(C=CC=C2)CC(=O)OCC ethyl 2-(2-((7-(3-(aminomethyl)phenyl)-4-isopropoxybenzofuran-5-yl)methoxy)phenyl)acetate